OC1=CC=C(C=C1)C(C)(C1=CC=C(C=C1)O)C1=CC=C(C=C1)O 1,1,1-tris-(4'-hydroxyphenyl)-ethane